C(C)C(=O)C1C(C=CC=C1)=[N+]=[N-] diazophenyl ethyl ketone